4-methoxy-2-isopropylphenol COC1=CC(=C(C=C1)O)C(C)C